lead bromophenol BrC1=C(C=CC=C1)O.[Pb]